3-bromo-7-(4-chlorobutoxy)-1,2,3,4-tetrahydroquinoline BrC1CNC2=CC(=CC=C2C1)OCCCCCl